benzyl (2R,3S,3aR,6aR)-3-(benzylamino)-2-(((triethylsilyl)oxy)methyl)hexahydrocyclopenta[b]pyrrole-1(2H)-carboxylate C(C1=CC=CC=C1)N[C@H]1[C@@H]2[C@H](N([C@H]1CO[Si](CC)(CC)CC)C(=O)OCC1=CC=CC=C1)CCC2